S(C#N)N1S(=O)(=O)C2=CC=CC=C2C1=O thiocyanosaccharin